C1(CC1)N1N=CC(=C1)C=1C=CC2=C(N=C(O2)C2=CC(=NC=C2)C=O)C1 (4-(5-(1-cyclopropyl-1H-pyrazol-4-yl)benzo[d]oxazol-2-yl)pyridin-2-yl)methanone